2,6-dichloro-α-(4-chlorophenyl)-4-nitrophenylacetonitrile ClC1=C(C(=CC(=C1)[N+](=O)[O-])Cl)C(C#N)C1=CC=C(C=C1)Cl